(E)-2-fluoro-1-(3-(3-(3-(trifluoromethyl)styryl)-1H-pyrazolo[3,4-b]pyridin-1-yl)azetidin-1-yl)prop-2-en-1-one FC(C(=O)N1CC(C1)N1N=C(C=2C1=NC=CC2)\C=C\C2=CC(=CC=C2)C(F)(F)F)=C